F[C@H]1CN(CC[C@H]1NC1=C2C=C(N(C2=CC=C1)CC(F)(F)F)C1=NOC(=N1)CNC(=O)C1=CN(C=C1)[C@H]1[C@@H](CCC1)OC)C N-{[3-(4-{[(3S,4R)-3-fluoro-1-methylpiperidin-4-yl]amino}-1-(2,2,2-trifluoroethyl)-1H-indol-2-yl)-1,2,4-oxadiazol-5-yl]methyl}-1-[(1R,2R)-2-methoxycyclopentyl]-1H-pyrrole-3-carboxamide